4-(((R)-1-cyanoethyl)amino)-6-(3-cyanopyrrolo[1,2-b]pyridazin-7-yl)-N-((R)-2-fluoro-3-hydroxy-3-methylbutyl)nicotinamide hemi-HCl salt Cl.C(#N)[C@@H](C)NC1=CC(=NC=C1C(=O)NC[C@H](C(C)(C)O)F)C1=CC=C2N1N=CC(=C2)C#N.C(#N)[C@@H](C)NC2=CC(=NC=C2C(=O)NC[C@H](C(C)(O)C)F)C2=CC=C1N2N=CC(=C1)C#N